O=C1N(C(C2=CC=CC=C12)=O)CCOCCOCCN(C(=O)[C@@H]1CN(CCC1)C1=CN=CC2=CC=CC=C12)C=1C=CC(N(C1)CC(=O)OCC)=O ethyl (S)-2-(5-(N-(2-(2-(2-(1,3-dioxoisoindolin-2-yl)ethoxy)ethoxy)ethyl)-1-(isoquinolin-4-yl)piperidine-3-carboxamido)-2-oxopyridin-1(2H)-yl)acetate